3-[7-(aminocarbonyl)-2H-indazole-2-yl]-1-propylpiperidinium NC(=O)C1=CC=CC2=CN(N=C12)C1C[NH+](CCC1)CCC